benzofuran-6-carboxamide O1C=CC2=C1C=C(C=C2)C(=O)N